CO[C@@]1(CN(CC1)C(=O)OCC1=CC=CC=C1)C(=O)OC O1-benzyl O3-methyl (3S)-3-methoxypyrrolidine-1,3-dicarboxylate